2-methoxy-5-(1-methyl-1H-pyrazol-4-yl)-6-morpholinylpyridin-3-amine COC1=NC(=C(C=C1N)C=1C=NN(C1)C)N1CCOCC1